dimethyl-di(N-formylamino)silane C[Si](NC=O)(NC=O)C